(S)-(3-((2-(1,4-dimethyl-1H-pyrazol-5-yl)-5-fluoropyridin-4-yl)oxy)azetidin-1-yl)(5-(2-methylthiazol-4-yl)-4,5-dihydro-1H-pyrazol-1-yl)methanone CN1N=CC(=C1C1=NC=C(C(=C1)OC1CN(C1)C(=O)N1N=CC[C@H]1C=1N=C(SC1)C)F)C